5-bromo-6-(methoxycarbonyl)-3-methylpicolinic acid BrC=1C=C(C(=NC1C(=O)OC)C(=O)O)C